(2R,3S,4R,5R)-5-cyano-5-(4-(2-ethoxy-2-methylpropanamido)pyrrolo[2,1-f][1,2,4]triazin-7-yl)-4-hydroxy-2-((2-phenylacetoxy)methyl)tetrahydrofuran-3-yl (R)-2-amino-3,3-dimethylbutanoate N[C@@H](C(=O)O[C@@H]1[C@H](O[C@]([C@@H]1O)(C1=CC=C2C(=NC=NN21)NC(C(C)(C)OCC)=O)C#N)COC(CC2=CC=CC=C2)=O)C(C)(C)C